FC=1C(=C(OC2=C(C=C(C(=C2)C(F)(F)F)F)C=2NC3=CC=NC(=C3C(C2)=O)NS2(CCN(CC2)C)=O)C=CC1F)OC 2-[2-(3,4-difluoro-2-methoxy-phenoxy)-5-fluoro-4-(trifluoromethyl)phenyl]-5-[(4-methyl-1-oxo-1,4-thiazinan-1-yl)amino]-1H-1,6-naphthyridin-4-one